1-(4-bromo-2-methyl-phenyl)sulfonyl-2,8-dimethyl-quinolin-4-one BrC1=CC(=C(C=C1)S(=O)(=O)N1C(=CC(C2=CC=CC(=C12)C)=O)C)C